The molecule is a steroid ester and a terminal acetylenic compound. It has a role as an estrogen receptor modulator, a contraceptive drug and a synthetic oral contraceptive. It derives from an ethynodiol. CC(=O)O[C@H]1CC[C@@H]2[C@H]3CC[C@]4([C@H]([C@@H]3CCC2=C1)CC[C@]4(C#C)OC(=O)C)C